C(C)OCCC[Si](C)(C)Cl (2-ethoxyethyl)trimethylsilyl chloride